(6,8-difluoro-7-(3-hydroxynaphthalen-1-yl)quinazolin-4-yl)-N,N-dimethyl-5,6,7,8-tetrahydro-4H-pyrazolo[1,5-a][1,4]diazepine-2-carboxamide FC=1C=C2C(=NC=NC2=C(C1C1=CC(=CC2=CC=CC=C12)O)F)C=1C(=NN2C1CNCCC2)C(=O)N(C)C